CN(C(CN1C(COC2=C(C1=O)OC1=C2C=C(C=C1)C)(C(=O)NCC1=C(C=CC=C1OC)F)C)=O)C 4-(2-(dimethylamino)-2-oxoethyl)-N-(2-fluoro-6-methoxybenzyl)-3,9-dimethyl-5-oxo-2,3,4,5-tetrahydrobenzofuro[2,3-f][1,4]oxazepine-3-carboxamide